2-(3,5-difluorophenyl)-2-methylpropanehydrazide FC=1C=C(C=C(C1)F)C(C(=O)NN)(C)C